O=C1NC(CCC1N1CCOC2=C1C=CC(=C2C2CCN(CC2)CC(=O)OC(C)(C)C)F)=O tert-butyl 2-[4-[4-(2,6-dioxo-3-piperidyl)-7-fluoro-2,3-dihydro-1,4-benzoxazin-8-yl]-1-piperidyl]acetate